FC(C1=C(OC2CCN(CC2)C2=CC=C(N=N2)C(=O)NN)C=CC=C1)(F)F 6-(4-(2-(trifluoromethyl)phenoxy)piperidin-1-yl)pyridazine-3-carbohydrazide